(2R,3R,4R)-3,4-bis(benzyloxy)-2-((benzyloxy)methyl)-5-(phenylethynyl)-3,4-dihydro-2H-pyran C(C1=CC=CC=C1)O[C@H]1[C@H](OC=C([C@H]1OCC1=CC=CC=C1)C#CC1=CC=CC=C1)COCC1=CC=CC=C1